C(C=C)[SiH](CC=C)CC=C tri-2-propen-1-ylsilane